2-(methylamino)thieno[3,2-h]quinazoline-8-carboxylic acid ethyl ester C(C)OC(=O)C1=CC2=CC=C3C=NC(=NC3=C2S1)NC